CC1=C2C(=CC=3C=4C=CC=CC4N(C13)C)C(=NC=C2)C(=O)O 5,6-dimethyl-6H-pyrido[4,3-b]carbazole-1-carboxylic acid